(S)-1-chloro-3-(4-(2-(4-((S)-2-hydroxy-3-(1H-imidazol-1-yl)propoxy)phenyl)propan-2-yl)phenoxy)propan-2-ol ClC[C@H](COC1=CC=C(C=C1)C(C)(C)C1=CC=C(C=C1)OC[C@H](CN1C=NC=C1)O)O